7-(4-(4-((tert-butyldiphenylsilyl)oxy)tetrahydrofuran-3-yl)piperazin-1-yl)-6-chloro-N-(1-cyclopropyl-5-methyl-1H-pyrazol-4-yl)quinazolin-2-amine [Si](C1=CC=CC=C1)(C1=CC=CC=C1)(C(C)(C)C)OC1C(COC1)N1CCN(CC1)C1=C(C=C2C=NC(=NC2=C1)NC=1C=NN(C1C)C1CC1)Cl